4-(3-((4-(tert-butoxycarbonyl)-2-oxopiperazin-1-yl)methyl)-7-methylimidazo[1,2-a]pyridin-2-yl)-3,5-difluorobenzoic acid C(C)(C)(C)OC(=O)N1CC(N(CC1)CC1=C(N=C2N1C=CC(=C2)C)C2=C(C=C(C(=O)O)C=C2F)F)=O